2,6-dithienylthiopyranium perchlorate Cl(=O)(=O)(=O)[O-].S1C(=CC=C1)C1=[S+]C(=CC=C1)C=1SC=CC1